BrC1=CC=C2C(=C1Cl)OCC[C@]21N=C2N(C=C(C=C2OC(F)F)C(F)(F)F)C1 (S)-7-bromo-8-chloro-8'-(difluoromethoxy)-6'-(trifluoromethyl)-3'H-spiro[chromane-4,2'-imidazo[1,2-a]pyridine]